N-(2-(4-methylpiperazin-1-yl)pyridin-4-yl)-7H-pyrrolo[2,3-d]pyrimidin-2-amine CN1CCN(CC1)C1=NC=CC(=C1)NC=1N=CC2=C(N1)NC=C2